ClC1=C(C=CC(=C1)Cl)C1C(=CN(S(N1C)(=O)=O)CC1=CC=C(C(=O)O)C=C1)C(=O)OCC 4-((5-(2,4-Dichlorophenyl)-4-(ethoxycarbonyl)-6-methyl-1,1-dioxido-5,6-dihydro-2H-1,2,6-thiadiazin-2-yl)methyl)benzoic acid